C1(CC1)[C@H]1OC2=C([C@@H](N(C1)CC1=CC(=CC=3C=CSC31)[C@@H](CC(=O)OCC)C3=C(C1=C(N(N=N1)C)C=C3)C)C)N=C(C=C2)O |o1:7| ethyl (3R)-3-(7-{[(2R,5S*)-2-cyclopropyl-7-hydroxy-5-methyl-2,3-dihydropyrido[2,3-f][1,4]oxazepin-4(5H)-yl]methyl}-1-benzothiophen-5-yl)-3-(1,4-dimethyl-1H-benzotriazol-5-yl)propanoate